N(=[N+]=[N-])C=1C=C(C=CC1)N1C(=NC2=CC=C(C=C2C1=O)[N+](=O)[O-])[C@@H]1NCCC1 (R)-3-(3-azidophenyl)-6-nitro-2-(pyrrolidin-2-yl)quinazolin-4(3H)-one